CN1C=NC2=C1C=C(C=C2)C=2C=C(C=CC2)NC(C=C)=O N-[3-(1-methyl-1H-1,3-benzodiazol-6-yl)phenyl]prop-2-enamide